BOC-L-2-amino-3,3-dicyclopropylpropionic acid C(=O)(OC(C)(C)C)C(C(=O)O)(C(C1CC1)C1CC1)N